1,3-cycloheptanedione C1(CC(CCCC1)=O)=O